Fmoc-(S)-cyclohexylglycine C(=O)(OCC1C2=CC=CC=C2C2=CC=CC=C12)N(CC(=O)O)C1CCCCC1